7-bromo-N-(2,4-dimethoxybenzyl)-8-methylimidazo[1,5-a]quinoxalin-4-amine BrC=1C=C2N=C(C=3N(C2=CC1C)C=NC3)NCC3=C(C=C(C=C3)OC)OC